2,6-Dimethyl-N-(5-nitrothiazol-2-yl)benzamide CC1=C(C(=O)NC=2SC(=CN2)[N+](=O)[O-])C(=CC=C1)C